Methyl 3-bromo-2-(2-(5-chloro-1-methyl-1H-imidazol-4-yl)-5-fluorophenyl)imidazo[1,2-a]pyridine-7-carboxylate BrC1=C(N=C2N1C=CC(=C2)C(=O)OC)C2=C(C=CC(=C2)F)C=2N=CN(C2Cl)C